5-Bromo-2-(2,5-diphenyl-4,5-dihydrothiophen-3-yl)-1-methyl-1H-indole BrC=1C=C2C=C(N(C2=CC1)C)C1=C(SC(C1)C1=CC=CC=C1)C1=CC=CC=C1